FC=1C=C(C=CC1C1=NOC(=N1)C(F)(F)F)COC=1C=C2C(=NC1)COC2 3-({3-fluoro-4-[5-(trifluoromethyl)-1,2,4-oxadiazol-3-yl]phenyl}methoxy)-5,7-dihydrofuro[3,4-b]pyridine